methyl 3-((1R,5S)-3-(6-chloro-8-fluoro-7-(3-hydroxynaphthalen-1-yl)-2-(((S)-1-methylpyrrolidin-2-yl)methoxy)quinazolin-4-yl)-3,8-diazabicyclo[3.2.1]octan-8-yl)-3-oxopropanimidate ClC=1C=C2C(=NC(=NC2=C(C1C1=CC(=CC2=CC=CC=C12)O)F)OC[C@H]1N(CCC1)C)N1C[C@H]2CC[C@@H](C1)N2C(CC(OC)=N)=O